FC=1C=C2CN(CC2=CC1)C(=O)NC1=CC=C(C=C1)C12CCC(CC1)(CC2)C(=O)N2CCOCC2 5-FLUORO-N-(4-(4-(MORPHOLINE-4-CARBONYL)BICYCLO[2.2.2]OCTAN-1-YL)PHENYL)ISOINDOLINE-2-CARBOXAMIDE